ethyl (R)-9-(4-(3-(3,6-dibromo-9H-carbazol-9-yl)-2-hydroxypropyl)piperazin-1-yl)nonanoate BrC=1C=CC=2N(C3=CC=C(C=C3C2C1)Br)C[C@@H](CN1CCN(CC1)CCCCCCCCC(=O)OCC)O